8-(2-(2-(2-hydroxyethoxy)ethoxy)ethylthio)-1,3,7-trimethyl-1H-purine-2,6(3H,7H)-dione OCCOCCOCCSC1=NC=2N(C(N(C(C2N1C)=O)C)=O)C